NC=1SC2=C(N1)C=CC(=C2)NC(=O)NC21CC3CC(CC(C2)C3)C1 (2-Aminobenzo[d]thiazol-6-yl)-3-[(3s,5s,7s)-adamantan-1-yl]urea